3-((4-cyanobenzyl)oxy)-N-methoxy-N-methylbenzamide C(#N)C1=CC=C(COC=2C=C(C(=O)N(C)OC)C=CC2)C=C1